8-(4-(4-(5-((2-(2,6-dioxopiperidin-3-yl)-1-oxoisoindolin-5-yl)amino)valeryl)piperazin-1-yl)piperidin-1-yl)-9-ethyl-6,6-dimethyl-11-oxo-6,11-dihydro-5H-benzo[b]carbazole-3-carbonitrile O=C1NC(CCC1N1C(C2=CC=C(C=C2C1)NCCCCC(=O)N1CCN(CC1)C1CCN(CC1)C=1C(=CC2=C(C(C=3NC4=CC(=CC=C4C3C2=O)C#N)(C)C)C1)CC)=O)=O